(S,E)-4-(8-amino-3-(1-(4-(pyrrolidin-1-yl)but-2-enoyl)pyrrolidin-2-yl)imidazo[1,5-a]pyrazin-1-yl)-N-(pyridin-2-yl)benzamide NC=1C=2N(C=CN1)C(=NC2C2=CC=C(C(=O)NC1=NC=CC=C1)C=C2)[C@H]2N(CCC2)C(\C=C\CN2CCCC2)=O